4-(6-amino-5-(trifluoromethoxy)pyridin-3-yl)-1-(3-(4,4-difluoropiperidin-1-yl)bicyclo[1.1.1]pentan-1-yl)-1H-imidazole-2-carbaldehyde NC1=C(C=C(C=N1)C=1N=C(N(C1)C12CC(C1)(C2)N2CCC(CC2)(F)F)C=O)OC(F)(F)F